N1(N=CC=C1)C1=CC=C(C=C1)C1=C(C(=NN1)NC1=C(C=C(C=C1)NS(=O)(=O)C)C)F N-(4-((5-(4-(1H-pyrazol-1-yl)phenyl)-4-fluoro-1H-pyrazol-3-yl)amino)-3-methylphenyl)methanesulfonamide